(E)-6-((1-methyl-1H-imidazol-5-yl)ethynyl)pyridazine-3-carbaldehyde oxime CN1C=NC=C1C#CC1=CC=C(N=N1)/C=N/O